2-(9H-carbazol-9-yl)phenylboronic acid C1=CC=CC=2C3=CC=CC=C3N(C12)C1=C(C=CC=C1)B(O)O